C(C)(C)OCC=1C=CC(=C(C1)CC(=O)OCC)OC ethyl 2-(5-(isopropoxymethyl)-2-methoxyphenyl)acetate